C(CCC)OCOCCCC(CC(CC(CC(CC(CC(CC(CCCI)C)C)C)C)C)C)C 19-iodo-4,6,8,10,12,14,16-heptamethylnonadecyl butyloxymethyl ether